F[C@@H]1[C@H]([C@@H](O[C@@H]1N1C(N=C(C(=C1)C)NO)=O)CO[P@](=O)(OC1=CC=CC=C1)N[C@@H](C)C(=O)OC(C)C)O isopropyl ((S)-(((2S,3S,4R,5S)-4-fluoro-3-hydroxy-5-(4-(hydroxyamino)-5-methyl-2-oxopyrimidin-1(2H)-yl)tetrahydrofuran-2-yl)methoxy)(phenoxy)phosphoryl)-L-alaninate